tridecen-1-ol CCCCCCCCCCCC=CO